CN1N=C(C2=C1CCOC2)C2=CC=C(C=N2)S(=O)(=O)NC=2C=CC=C1C=NN(C21)C 6-(1-METHYL-1,4,6,7-TETRAHYDROPYRANO[4,3-C]PYRAZOL-3-YL)-N-(1-METHYL-1H-INDAZOL-7-YL)PYRIDINE-3-SULFONAMIDE